5-methoxypentan-3-yn-1-ol COCC#CCCO